6-methyl-4-(5-(4-(2-oxopyrrolidin-1-yl)phenyl)pyridin-3-yl)-1,6-dihydro-7H-pyrazolo[3,4-c]pyridin-7-one CN1C(C2=C(C(=C1)C=1C=NC=C(C1)C1=CC=C(C=C1)N1C(CCC1)=O)C=NN2)=O